ClC=1C(=CC2=C(N(C(NC2=O)=O)C=2C(=NC=NC2C(C)C)C(C)C)N1)F 7-chloro-1-(4,6-diisopropylpyrimidin-5-yl)-6-fluoropyrido[2,3-d]Pyrimidine-2,4(1H,3H)-dione